C(#N)C1=C(COC=2C=CC3=C(C(=C(O3)C)C(=O)O)C2)C=CC=C1 5-((2-cyanobenzyl)oxy)-2-methylbenzofuran-3-carboxylic acid